C(C1=CC=CC=C1)(=O)OC1COC(CC1)C=O 6-formyltetrahydro-2H-pyran-3-yl benzoate